2-hydroxy-1-{4-[4-(2-hydroxy-2-methyl-propionyl)-benzyl]phenyl}-2-methylpropan-1-one OC(C(=O)C1=CC=C(C=C1)CC1=CC=C(C=C1)C(C(C)(C)O)=O)(C)C